(S)-2-(dimethylamino)-N-(1-(2-fluoro-5-(4-isopropyl-5-(8-methyl-[1,2,4]triazolo[1,5-a]pyridin-6-yl)-1H-pyrazol-3-yl)phenyl)ethyl)acetamide CN(CC(=O)N[C@@H](C)C1=C(C=CC(=C1)C1=NNC(=C1C(C)C)C=1C=C(C=2N(C1)N=CN2)C)F)C